NC1=NC2=CC(=CC=C2C=N1)C=1C=C(C=CC1)NC(C=C)=O N-[3-(2-aminoquinazolin-7-yl)phenyl]prop-2-enamide